(S)-N-(6-(4-(1-naphthoyl)piperazin-1-yl)-5-(2-(2-methylphenyl)acetamido)-6-oxohexyl)acrylamide C1(=CC=CC2=CC=CC=C12)C(=O)N1CCN(CC1)C([C@H](CCCCNC(C=C)=O)NC(CC1=C(C=CC=C1)C)=O)=O